C(C1=CC=CC=C1)OC=1C=C(C=C(C1OCC1=CC=CC=C1)OC)/C=C/C(=O)O[C@@H]1[C@@]2(CC[C@H](C1)C2(C)C)C (1R,2S,4R)-1,7,7-trimethylbicyclo[2.2.1]heptan-2-yl (E)-3-(3,4-dibenzyloxy-5-methoxyphenyl)acrylate